CCCCCCCCC(CCCCCCCC)OC(CCCCN(CCCCCCCCCC(=O)OC)CCO)=O Methyl 10-((5-(heptadecan-9-yloxy)-5-oxopentyl)(2-hydroxyethyl)amino)decanoate